C/C(/C(=O)OCC)=C\C=C\C(=C\C=C\C=C(\C=C\C=C(\C(=O)OCC)/C)/C)\C diethyl (2E,4E,6E,8E,10E,12E,14E)-2,6,11,15-tetramethylhexadeca-2,4,6,8,10,12,14-heptaenedioate